1-isopropyl-1,4-diazabicyclo[2.2.2]octane-1-ium C(C)(C)[N+]12CCN(CC1)CC2